[Si](C)(C)(C(C)(C)C)OCC1=CC=C(C=N1)NC(=O)[C@@H]1O[C@]([C@H]([C@H]1C1=C(C(=C(C=C1)F)F)O)C)(C(F)(F)F)C (2R,3S,4S,5R)-N-[6-[[tert-butyl(dimethyl)silyl]oxymethyl]-3-pyridyl]-3-(3,4-difluoro-2-hydroxy-phenyl)-4,5-dimethyl-5-(trifluoromethyl)tetrahydrofuran-2-carboxamide